C(COCCO)O 3-oxapentan-1,5-diol